methylcrotonoyl-CoA CC/C=C/C(=O)SCCNC(CCNC([C@@H](C(COP(OP(OC[C@@H]1[C@H]([C@H]([C@@H](O1)N1C=NC=2C(N)=NC=NC12)O)OP(=O)(O)O)(=O)O)(=O)O)(C)C)O)=O)=O